N-[(6S)-2,4-dimethyl-5-oxo-7,8-dihydro-6H-pyrazolo[1,5-a][1,3]diazepin-6-yl]spiro[5,6-dihydropyrrolo[1,2-b][1,2,4]triazole-7,3'-tetrahydrofuran]-2-carboxamide CC1=NN2C(N(C([C@H](CC2)NC(=O)C=2N=C3N(N2)CCC32COCC2)=O)C)=C1